(S)-tert-butyl 2-((((9H-fluoren-9-yl) methoxy) carbonyl) amino)-4-oxobutanoate C1=CC=CC=2C3=CC=CC=C3C(C12)COC(=O)N[C@H](C(=O)OC(C)(C)C)CC=O